2-(3-(2-((S)-2-methylazetidin-1-yl)-6-(trifluoromethyl)pyrimidin-4-yl)-1-(trifluoromethyl)-3-azabicyclo[3.1.0]hexane-6-yl)acetic acid C[C@@H]1N(CC1)C1=NC(=CC(=N1)N1CC2(C(C2C1)CC(=O)O)C(F)(F)F)C(F)(F)F